(R)-benzyl 2-(((benzyloxy)carbonyl)amino)-3-(7-ethylthieno[3,2-b]pyridine-2-carboxamido)propanoate C(C1=CC=CC=C1)OC(=O)N[C@@H](C(=O)OCC1=CC=CC=C1)CNC(=O)C1=CC2=NC=CC(=C2S1)CC